ClC=1C(=C(C=CC1)C1=C(C2=C(C=3C=CNC3C=C2)CCC1)C1=CC=C(C=C1)CC1CN(C1)CCCF)C 7-(3-chloro-2-methylphenyl)-6-(4-((1-(3-fluoropropyl)azetidin-3-yl)methyl)phenyl)-3,8,9,10-tetrahydrocyclohepta[e]indole